5-(5,6-dimethoxypyridin-3-yl)pyrazolo[1,5-A]pyrimidin-2-amine COC=1C=C(C=NC1OC)C1=NC=2N(C=C1)N=C(C2)N